3-[4-[(3-propylsulfanyl-1,2,4-triazol-1-yl)methyl]phenyl]-5-(trifluoromethyl)-1,2,4-oxadiazole C(CC)SC1=NN(C=N1)CC1=CC=C(C=C1)C1=NOC(=N1)C(F)(F)F